O=C(C(=O)O)CCCCC 2-ketoheptanoic acid